4,5-Dichloro-1-methyl-indole-2-carboxylic Acid ClC1=C2C=C(N(C2=CC=C1Cl)C)C(=O)O